C[N+]1=CC=C(C=C1)C2=CC=[N+](C=C2)C.[Cl-].[Cl-] The molecule is an organic chloride salt. It has a role as a herbicide and a photosystem-I inhibitor. It contains a paraquat.